1-(4-(2,5-dimethyl-4-(((E)-piperidin-1-ylmethylene)amino)phenoxy)phenyl)ethan-1-one CC1=C(OC2=CC=C(C=C2)C(C)=O)C=C(C(=C1)/N=C/N1CCCCC1)C